4-[5-chloro-2-(1,2,3-thiadiazol-4-yl)phenyl]-6-methoxypyrimidine ClC=1C=CC(=C(C1)C1=NC=NC(=C1)OC)C=1N=NSC1